4-Fluoro-1-methyl-2-(4-(methylsulfonyl)phenyl)-6-(1'-(oxetan-3-yl)-[1,4'-bipiperidin]-4-yl)-1H-benzo[d]imidazol FC1=CC(=CC=2N(C(=NC21)C2=CC=C(C=C2)S(=O)(=O)C)C)C2CCN(CC2)C2CCN(CC2)C2COC2